5-(3-bromo-2-methoxyphenyl)oxazole methyl-4-chloro-3'-(((2-(3-hydroxycyclopentyl)-1-oxoisoindolin-5-yl)oxy)methyl)-[1,1'-biphenyl]-3-carboxylate COC(=O)C=1C=C(C=CC1Cl)C1=CC(=CC=C1)COC=1C=C2CN(C(C2=CC1)=O)C1CC(CC1)O.BrC=1C(=C(C=CC1)C1=CN=CO1)OC